C(C)(C)(C)OC(C(C)C1(CCCC1)[N+](=O)[O-])=O (1-nitrocyclopentyl)propionic acid tert-butyl ester